tert-butyl (2S,4R)-2-(4-chlorobenzyl)-4-methoxypiperidine-1-carboxylate ClC1=CC=C(C[C@@H]2N(CC[C@H](C2)OC)C(=O)OC(C)(C)C)C=C1